S1C2=C(C=C1C1C(C(C(O1)=O)=C)C1=CC=C(C=C1)C)C=CC=C2 5-(benzo[b]thiophen-2-yl)-3-methylene-4-(p-tolyl)dihydrofuran-2(3H)-one